(3H)thymidine [C@@H]1(C[C@H](O)[C@@H](CO)O1)N1C(=O)NC(=O)C(C)=C1